O1COC2=C1C=CC(=C2)CC2=CC=1C(=NOC1C(=O)NC=1SC(=NN1)SC)C=C2 5-(Benzo[d][1,3]dioxol-5-ylmethyl)-N-(5-(methylthio)-1,3,4-thiadiazol-2-yl)benzo[c]isoxazole-3-carboxamide